(2-hydroxyethoxy)methacrylic acid ethyl ester C(C)OC(C(=COCCO)C)=O